(3aR,5s,6aS)-N-(5-(difluoromethyl)-6-(2,3,5-trifluorophenyl)pyridazin-3-yl)-2-(2-(tetrahydro-2H-pyran-4-yl)ethyl)octahydrocyclopenta[c]pyrrol-5-amine FC(C=1C=C(N=NC1C1=C(C(=CC(=C1)F)F)F)NC1C[C@@H]2[C@@H](CN(C2)CCC2CCOCC2)C1)F